C1(CCCCCCC1)=NO Cyclooctanone oxime